N=1C=NN2C(=NC3=C(C21)C=NN3)N 7H-pyrazolo[4,3-e][1,2,4]triazolo[1,5-c]pyrimidine-5-amine